methyl 3-methyl-1-(tetrahydro-2H-pyran-2-yl)-4-(((trifluoromethyl)sulfonyl)oxy)-1H-pyrazolo[4,3-c]quinoline-8-carboxylate CC1=NN(C2=C1C(=NC=1C=CC(=CC21)C(=O)OC)OS(=O)(=O)C(F)(F)F)C2OCCCC2